trans-3,4-Dimethylcyclopentanone C[C@@H]1CC(C[C@H]1C)=O